NC1=NC2=CC(=CC=C2C=C1Cl)/C=C/[C@@H]1[C@H]([C@H]([C@@H](C1)N1CCC2=C1N=CN=C2C)O)O (1S,2R,3R,5R)-3-((E)-2-(2-amino-3-chloroquinolin-7-yl)vinyl)-5-(4-Methyl-5,6-dihydro-7H-pyrrolo[2,3-d]pyrimidin-7-yl)cyclopentane-1,2-diol